C(CCCCCCCCCCCCCCC)(=O)OC(C)OC(=O)Cl 1-((chlorocarbonyl)oxy)ethyl palmitate